(R)-methyl 2-(((benzyloxy)carbonyl)amino)-3-(3-fluoro-5-(1-propyl-4-(trifluoromethyl)-1H-pyrazol-5-yl)benzamido)propanoate C(C1=CC=CC=C1)OC(=O)N[C@@H](C(=O)OC)CNC(C1=CC(=CC(=C1)C1=C(C=NN1CCC)C(F)(F)F)F)=O